4-(2-fluoroprop-2-yl)picolinic acid FC(C)(C)C1=CC(=NC=C1)C(=O)O